trans-2,5-diazabicyclo[4.2.0]Octane [C@@H]12NCCN[C@@H]2CC1